4-[4-(2-tricyclo[9.4.0.03,8]pentadeca-1(11),3(8),4,6,12,14-hexaenyl)piperazine-1-carbonyl]-1H-pyridin-2-one C1=2C(C=3C=CC=CC3CCC2C=CC=C1)N1CCN(CC1)C(=O)C1=CC(NC=C1)=O